FC=1C=C2C=CN=C(C2=C(C1)C)N(C(C1=CC=C(C=C1)C1=NC(=NO1)C)=O)[C@H]1CNCCC1 (R)-N-(6-fluoro-8-methylisoquinolin-1-yl)-4-(3-methyl-1,2,4-oxadiazol-5-yl)-N-(piperidin-3-yl)benzamide